trimethyl-(5-methyl-4-isoquinolyl)stannane C[Sn](C1=CN=CC2=CC=CC(=C12)C)(C)C